tert-butyl (S)-3-(2-(hydroxymethyl)pyrrolidin-1-yl)propanoate OC[C@H]1N(CCC1)CCC(=O)OC(C)(C)C